NC1=NN=C(S1)OCC1=CC=C(C#N)C=C1 4-(((5-amino-1,3,4-thiadiazol-2-yl)oxy)methyl)benzonitrile